2-Carbazolyl-4,6-dichloro-1,3,5-triazine C1(=CC=CC=2C3=CC=CC=C3NC12)C1=NC(=NC(=N1)Cl)Cl